N[C@@H]1C2=CC=CC=C2CC12CCN(CC2)C2=C(C=C(C(=N2)OC)C(=C)C2=NNCC2)Cl (S)-6-(1-amino-1,3-dihydrospiro[indene-2,4'-piperidine]-1'-yl)-3-(1-(5-chloro-2-methoxypyridin-3-yl)vinyl)-1,5-dihydro-4H-pyrazole